C(C1=CC=CC=C1)N1C(C(=CC1=O)C)=O 1-benzyl-3-methyl-1H-pyrrole-2,5-dione